tert-Butyl 3-(2-(2-((2S,3S)-1-methyl-5-oxo-2-(pyridin-3-yl)pyrrolidine-3-carboxamido)ethoxy)ethoxy)propanoate CN1[C@@H]([C@H](CC1=O)C(=O)NCCOCCOCCC(=O)OC(C)(C)C)C=1C=NC=CC1